N=C1NNCC(N1)=O 3-imino-1,2,4-triazinan-5-one